5-(methylsulfonyl)pyridine-2,3-diamine CS(=O)(=O)C=1C=C(C(=NC1)N)N